FC=1C(=NC(=NC1)NC1=C(C=CC(=C1)N1CCNCC1)OC(F)(F)F)C=1C=C2C(NC3(C2=CC1)CC3)=O 5'-(5-fluoro-2-((5-(piperazin-1-yl)-2-(trifluoromethoxy)phenyl)amino)pyrimidin-4-yl)spiro[cyclopropane-1,1'-isoindoline]-3'-one